3-(piperazin-1-yl)quinoxaline N1(CCNCC1)C=1C=NC2=CC=CC=C2N1